C1(=CC=CC=C1)C(C)C1=CCC2=CC=CC=C12 3-(1-phenylethyl)-1H-indene